O=C1NC(CCC1C1=CC=C(C=C1)N1CCN(CC1)CCC1CCN(CC1)NC(OC(C)(C)C)=O)=O tert-butyl (4-(2-(4-(4-(2,6-dioxopiperidin-3-yl)phenyl)piperazin-1-yl)ethyl)piperidin-1-yl)carbamate